O1CN(C=C1)C(=O)O Oxazole-3-carboxylic acid